BrC1=CC(=CC=2N(C=NC21)CC2=CC=C(C=C2)OC)CC#N 2-(4-bromo-1-(4-methoxybenzyl)-1H-benzo[d]imidazol-6-yl)acetonitrile